methyl 4-(4-bromo-3-methoxyphenoxy)butanoate BrC1=C(C=C(OCCCC(=O)OC)C=C1)OC